C1(CCCCCC1)=CC#N 2-cycloheptylideneacetonitrile